ClC=1C=C2C=NN(C2=C(C1C)C1=C(C(=NC=2CN(CCC12)C1COC1)N1CC2(CN(C2)C(C=C)=O)CC1)F)C (P)-1-(6-(4-(5-chloro-1,6-dimethyl-1H-indazol-7-yl)-3-fluoro-7-(3-oxetanyl)-5,6,7,8-tetrahydro-1,7-naphthyridin-2-yl)-2,6-diazaspiro[3.4]octan-2-yl)-2-propen-1-one